BrC1=CC(=C2N(C1=O)C1(NC2=O)CCCCC1)C 6'-bromo-8'-methyl-2'H-spiro[cyclohexane-1,3'-imidazo[1,5-a]pyridine]-1',5'-dione